6-hydroxy-7-methoxy-2-((5-(2-methoxyphenyl)thiophen-2-yl)methyl)-1,2,3,4-tetrahydroisoquinoline OC=1C=C2CCN(CC2=CC1OC)CC=1SC(=CC1)C1=C(C=CC=C1)OC